5-(isopropylsulfanylmethyl)furan-2-carboxylic acid C(C)(C)SCC1=CC=C(O1)C(=O)O